ClC1=C(C(=CC=C1C)F)CC(=O)NC1=CC(=C(C=C1)N1N=CC(=C1)C#N)S(N)(=O)=O 2-(2-Chloro-6-fluoro-3-methylphenyl)-N-[4-(4-cyano-1H-pyrazol-1-yl)-3-sulfamoylphenyl]acetamide